NC1=C(C=CC(=C1F)NCC1=CC=C(C=C1)C(F)(F)F)NC(CCCCCCC[C@H](CF)F)=O (9R)-N-(2-amino-3-fluoro-4-((4-(trifluoromethyl)benzyl)amino)phenyl)-9,10-difluorodecanamide